6-(2-methyl-4-nitrophenoxy)-[1,2,4]triazolo[1,5-a]pyridine CC1=C(OC=2C=CC=3N(C2)N=CN3)C=CC(=C1)[N+](=O)[O-]